(E)-N'-(2-hydroxy-5-nitrophenylmethylene)-4-hydroxy-3-methylbenzofuran-2-carbohydrazide OC1=C(C=C(C=C1)[N+](=O)[O-])\C=N\NC(=O)C=1OC2=C(C1C)C(=CC=C2)O